C[Si]1(CCC(CCC1)NC(=O)C=1NC2=CC(=CC(=C2C1)C(F)(F)F)C(F)(F)F)C N-(1,1-dimethylsilepan-4-yl)-4,6-bis(trifluoromethyl)-1H-indole-2-carboxamide